C1N(CCC2=CC=CC=C12)C[C@H](CN1C(C2=CC=C(C=C2CC1)N1C[C@@H](OCC1)C)=O)O 2-[(2R)-3-(3,4-dihydro-1H-isoquinolin-2-yl)-2-hydroxy-propyl]-6-[(2S)-2-methylmorpholin-4-yl]-3,4-dihydroisoquinolin-1-one